benzyl 4-[6-(5-tert-butoxy-1H-pyrazolo[3,4-c]pyridin-3-yl)pyrimidin-4-yl]piperazine-1-carboxylate C(C)(C)(C)OC=1C=C2C(=CN1)NN=C2C2=CC(=NC=N2)N2CCN(CC2)C(=O)OCC2=CC=CC=C2